C1(=CC=C(C=C1)C=1C(=C(C=2C3(C4=CC=CC=C4C2C1)C1=CC=CC=C1C=1C=CC=CC13)C1=CC=C(C=C1)C1=CC=CC=C1)N)C1=CC=CC=C1 bis(biphenyl-4-yl)-9,9'-spirobi[9H-fluoren]-2-amine